1-cyclopropyl-3-(5-((6,7-dimethoxyquinazoline-4-yl)oxy)naphthalene-1-yl)urea C1(CC1)NC(=O)NC1=CC=CC2=C(C=CC=C12)OC1=NC=NC2=CC(=C(C=C12)OC)OC